C(#N)[C@@H](C[C@H]1C(NCCC1)=O)NC(=O)[C@@H]1N([C@@H]2CC([C@H]1CC2)(F)F)C(=O)C2(C1=CC(=CC=C1C=1C=CC(=CC21)Cl)Cl)O (1S,3R,4S)-N-((R)-1-cyano-2-((S)-2-oxopiperidin-3-yl)ethyl)-2-(2,7-dichloro-9-hydroxy-9H-fluorene-9-carbonyl)-5,5-difluoro-2-azabicyclo[2.2.2]octane-3-carboxamide